CN(CCCCCCOC1=C(C=C2C(=NC(=NC2=C1)N1CCN(CCC1)C)NC1CCN(CC1)C)OC)C 7-((6-(dimethylamino)hexyl)oxy)-6-methoxy-2-(4-methyl-1,4-diazepan-1-yl)-N-(1-methylpiperidin-4-yl)quinazolin-4-amine